2,4-dihydroxybenzoic acid-N-(4-hydroxy-3-methoxybenzyl) amide OC1=C(C=C(CNC(C2=C(C=C(C=C2)O)O)=O)C=C1)OC